O[C@@H]1[C@H](CC2(CC2)C1)NC(=O)C=1C=CC(=C(C1)C=1N=C(N2C1C=CC=C2)C(=O)N)C(F)(F)F (5-{[(5S,6S)-6-hydroxy-spiro[2.4]heptane-5-yl]carbamoyl}-2-(trifluoromethyl)phenyl)imidazo[1,5-a]pyridine-3-carboxamide